4,4'-methylenebis(3-bromoaniline) C(C1=C(C=C(N)C=C1)Br)C1=C(C=C(N)C=C1)Br